Isopropyl 3-Oxobutyrate O=C(CC(=O)OC(C)C)C